10-hydroxyoctadeca-12,15-dienoic acid OC(CCCCCCCCC(=O)O)CC=CCC=CCC